C(C)(C)(C)C1=CC=C(C=O)C=C1 4-tert.-Butylbenzaldehyd